3-(3-chloro-4-fluorophenyl)-1-(2-methoxyethyl)-1-((1-oxo-1,2-dihydroisoquinolin-4-yl)methyl)urea ClC=1C=C(C=CC1F)NC(N(CC1=CNC(C2=CC=CC=C12)=O)CCOC)=O